5-(ethylcarbamoyl)-6-methoxynicotinic acid butyl ester C(CCC)OC(C1=CN=C(C(=C1)C(NCC)=O)OC)=O